O(Br)Br ketobromide